1-(dimethylcarbamoyl)-1,2,3,6-tetrahydropyridin-4-yl triflate O(S(=O)(=O)C(F)(F)F)C=1CCN(CC1)C(N(C)C)=O